FC1=C(C=CC(=C1)C(F)(F)F)C1=NC(=NC2=C1N=C(N(C2=O)C)C)N2CC(OCC2)C2=CC(=NC=C2)C 8-(2-fluoro-4-(trifluoromethyl)phenyl)-2,3-dimethyl-6-(2-(2-methylpyridin-4-yl)morpholino)pyrimido[5,4-d]pyrimidin-4(3H)-one